tert-butyl (6-methyl-5-((1-methyl-6-((1-methyl-1H-pyrazol-4-yl)amino)-1H-pyrazolo[3,4-d]pyrimidin-3-yl)amino)pyridin-3-yl)carbamate CC1=C(C=C(C=N1)NC(OC(C)(C)C)=O)NC1=NN(C2=NC(=NC=C21)NC=2C=NN(C2)C)C